(S)-N-(5-hydroxy-1,2,3,4-tetrahydronaphthalen-2-yl)-4-(3-hydroxy-2-ethyl-4-oxopyridin-1(4H)-yl)-N-propylbutanamide OC1=C2CC[C@@H](CC2=CC=C1)N(C(CCCN1C(=C(C(C=C1)=O)O)CC)=O)CCC